COC1=CC=C(C=C1)CCN1C(=NC=2N(C(N(C(C12)=O)C)=O)C)SC(C(=O)O)CC 2-[[2,3,6,7-tetrahydro-7-[2-(4-methoxyphenyl)ethyl]-1,3-dimethyl-2,6-dioxo-1H-purin-8-yl]thio]-butyric acid